(1R,3S)-methyl 1-(1-(4-methoxyphenyl) ethyl)-5-oxopyrrolidine-3-carboxylate COC1=CC=C(C=C1)[C@@H](C)N1C[C@H](CC1=O)C(=O)OC